C(CC)OC1=C(C(=CC=C1)CCC)S(=O)(=O)N 2-propoxy-6-propylbenzene-1-sulfonamide